C1OC2=C(C=C(C=C2)CO)O1 1,2-Methylendioxybenzene-4-methanol